N-(5-((3-((4-methoxybenzyl)oxy)pyridin-4-yl)ethynyl)-8-(methylamino)-2,7-naphthyridin-3-yl)cyclopropanecarboxamide COC1=CC=C(COC=2C=NC=CC2C#CC2=C3C=C(N=CC3=C(N=C2)NC)NC(=O)C2CC2)C=C1